[4-(5,5-dioxo-6,11-dihydrobenzo[c][1]benzothiepin-11-yl)piperazin-1-yl]-(1H-pyrrolo[2,3-c]pyridin-4-yl)methanone O=S1(CC2=C(C(C3=C1C=CC=C3)N3CCN(CC3)C(=O)C3=C1C(=CN=C3)NC=C1)C=CC=C2)=O